COC1=CC=C(CSSC=2SC3=C(N2)C=CC=C3)C=C1 2-((4-methoxybenzyl)disulfanyl)benzo[d]thiazole